C(C)(C)(C)N1N=C(N=N1)C(=O)NCC1=NC=C(C=C1)C=1C=2N(C=C(N1)C=1C=NN(C1)C)N=CC2 2-(tert-butyl)-N-((5-(6-(1-methyl-1H-pyrazol-4-yl)pyrazolo[1,5-a]pyrazin-4-yl)pyridin-2-yl)methyl)-2H-tetrazole-5-carboxamide